Cl.NCC1=CC=C(C=C1)C1=CC2=C(C(NN=C2)=O)C(=N1)OC 7-(4-(aminomethyl)phenyl)-5-methoxypyrido[3,4-d]pyridazin-4(3H)-one hydrochloride